C1(=CC=CC=C1)N1C(N(C2(C1)CCCCC2)C)=O phenyl-methyl-1,3-diazaspiro[4.5]decan-2-one